6-benzyl-3-(cyclopropylmethyl)-2,3,4,6-tetrahydropyrido[3,4-c][1,8]naphthyridine-5(1H)-one C(C1=CC=CC=C1)N1C(C2=C(C=3C=CC=NC13)CCN(C2)CC2CC2)=O